2-({3-chloro-2-[(4-chloro-2-fluorophenyl)methoxy]-5,6,7,8-tetrahydro-1,7-naphthyridin-7-yl}methyl)-5-fluoro-1-{1-[(2S)-oxetan-2-yl]methyl}-1H-1,3-benzodiazole-6-carboxylic acid ClC=1C(=NC=2CN(CCC2C1)CC1=NC2=C(N1C[C@H]1OCC1)C=C(C(=C2)F)C(=O)O)OCC2=C(C=C(C=C2)Cl)F